5-Bromo-2-((2R,3S,4S,5R)-3-(3,4-difluoro-2-methoxyphenyl)-4,5-dimethyl-5-(trifluoromethyl)tetrahydrofuran-2-yl)-6-methylpyrimidin-4(1H)-one BrC=1C(N=C(NC1C)[C@@H]1O[C@]([C@H]([C@H]1C1=C(C(=C(C=C1)F)F)OC)C)(C(F)(F)F)C)=O